ClC=1C=CC(=C(C1)C=1N=NNC1C=1N=C2C=C(C=NC2=CC1)C(=O)OC)F methyl 6-[4-(5-chloro-2-fluoro-phenyl)-1H-triazol-5-yl]-1,5-naphthyridine-3-carboxylate